2-amino-N-(1,1-dioxido-2,3-dihydrothiophen-3-yl)-3',4'-dimethyl-[1,1'-biphenyl]-4-carboxamide NC1=C(C=CC(=C1)C(=O)NC1CS(C=C1)(=O)=O)C1=CC(=C(C=C1)C)C